N-[3-chloro-methyl-(1-methylethyl)-phenyl]-2-methylpentanamide ClC=1C(=C(C=CC1C)NC(C(CCC)C)=O)C(C)C